COC=1C=C2C(=NC(=NC2=CC1OC)NC1=C(C=C(C=C1)OC)[N+](=O)[O-])C(F)(F)F 6,7-dimethoxy-N-(4-methoxy-2-nitrophenyl)-4-trifluoromethylquinazolin-2-amine